FC=1C=C2C(=NNC2=CC1OCCOC)C1=CC(=NO1)C=1C=CC(=NC1)C(=O)N1[C@H](CCC1)CO (5-{5-[5-Fluoro-6-(2-methoxyethoxy)-1H-indazol-3-yl]-isoxazol-3-yl}-pyridin-2-yl)-((R)-2-hydroxymethyl-pyrrolidin-1-yl)-methanon